FC=1C(=CC=C2C(=NC(=NC12)OCC12CCCN2CCC1)N1C[C@H]2CC[C@@H](C1)N2C(CN2C(NC(C2)=O)=O)=O)C2=CC(=CC1=CC=CC=C21)O 2-((1R,5S)-3-(8-fluoro-7-(3-hydroxynaphthalen-1-yl)-2-((tetrahydro-1H-pyrrolizin-7a(5H)-yl)methoxy)quinazolin-4-yl)-3,8-diazabicyclo[3.2.1]octan-8-yl)-2-oxoethylimidazolidine-2,4-dione